tert-butyl 4-[3-[3-amino-2-[[(E)-4-[(3-amino-2-pyridyl)amino]but-2-enyl]amino]-5-carbamoyl-phenoxy]propyl]piperazine-1-carboxylate NC=1C(=C(OCCCN2CCN(CC2)C(=O)OC(C)(C)C)C=C(C1)C(N)=O)NC\C=C\CNC1=NC=CC=C1N